(R)-6-fluoro-2-hydroxy-N-isopropyl-N-methyl-3-((2-(((1-methylcyclopentyl)(3-methylpyrazin-2-yl)methyl)amino)-3,4-dioxocyclobut-1-en-1-yl)amino)benzamide FC1=CC=C(C(=C1C(=O)N(C)C(C)C)O)NC1=C(C(C1=O)=O)N[C@@H](C1=NC=CN=C1C)C1(CCCC1)C